BrC=1C=CC2=C(N(C(N2CC2=C(C=C(C=C2)C=2OC(=NN2)C(F)F)F)=O)C2CCN(CC2)C(=O)OC(C)(C)C)C1 tert-butyl 4-(6-bromo-3-(4-(5-(difluoromethyl)-1,3,4-oxadiazole-2-yl)-2-fluorobenzyl)-2-oxo-2,3-dihydro-1H-benzo[d]imidazole-1-yl)piperidine-1-carboxylate